cyanourethane CCOC(=O)NC#N